ClC1=C(C=CC=C1)[C@@H](C)OC1=C(NC(=C1)C(=O)NCC)C(=O)NC |r| Racemic-3-(1-(2-chlorophenyl)ethoxy)-N5-ethyl-N2-methyl-1H-pyrrole-2,5-dicarboxamide